NCC1(CCC(C=2C=CC=NC12)(C(=O)NCC1=C(C=C(C=C1C)Cl)Cl)F)O 8-(aminomethyl)-N-(2,4-dichloro-6-methyl-benzyl)-5-fluoro-8-hydroxy-5,6,7,8-tetrahydroquinoline-5-carboxamide